NC1C(CCC(C1CCCCCCCCCCCCCCC)N)O 2,4-diamino-3-n-pentadecyl-cyclohexanol